terpyridine copper (II) [Cu+2].N1=C(C=CC=C1)C1=NC=CC=C1C1=NC=CC=C1